6-Chloro-4-(5-((3S,5S)-3,5-dimethylmorpholine-4-carbonyl)pyridine-2-ylamino)-2-methylpyridazin-3(2H)-one ClC=1C=C(C(N(N1)C)=O)NC1=NC=C(C=C1)C(=O)N1[C@H](COC[C@@H]1C)C